C1=NC=CC2=CC=C(C=C12)C(C(=O)O)C (isoquinolin-7-yl)propanoic acid